1-[(4-methylphenyl)dioxy-λ6-thio]-5-[4-(4-methylpiperazin-1-yl)phenyl]-3-(pyridin-3-yl)pyrrolo[2,3-b]pyridine CC1=CC=C(C=C1)OO[SH4]N1C=C(C=2C1=NC=C(C2)C2=CC=C(C=C2)N2CCN(CC2)C)C=2C=NC=CC2